tert-butyl-[2,6-difluoro-4-(4,4,5,5-tetramethyl-1,3,2-dioxaborolan-2-yl)phenoxy]-dimethyl-silane C(C)(C)(C)[Si](C)(C)OC1=C(C=C(C=C1F)B1OC(C(O1)(C)C)(C)C)F